1,3,3,3-tetrachloro-1-propene ClC=CC(Cl)(Cl)Cl